phenyl (3-bromopropyl)carbamate BrCCCNC(OC1=CC=CC=C1)=O